OC1=C(C(=NN1C1=NC=C(C(=O)O)C=C1)C)C1=CC=NC=C1 6-(5-Hydroxy-3-methyl-4-(pyridin-4-yl)-1H-pyrazol-1-yl)nicotinic acid